ClC1=C(C#N)C(=CC=C1)N1N=CC(=C1)C1=CN(C(C=C1C=1C=NC(=CC1)C(F)(F)F)=O)C 2-chloro-6-(4-(1'-methyl-6'-oxo-6-(trifluoromethyl)-1',6'-dihydro-[3,4'-bipyridin]-3'-yl)-1H-pyrazol-1-yl)benzonitrile